Bis(p-sulfonatophenyl)phenylphosphine dihydrate O.O.S(=O)(=O)([O-])C1=CC=C(C=C1)P(C1=CC=CC=C1)C1=CC=C(C=C1)S(=O)(=O)[O-]